4'-(4,4-dicyano-3-(7-diethylamino-coumarin-3-yl)-1,3-butadienyl)-[1,1'-biphenyl]-4-carboxylic acid C(#N)C(=C(C=CC1=CC=C(C=C1)C1=CC=C(C=C1)C(=O)O)C=1C(OC2=CC(=CC=C2C1)N(CC)CC)=O)C#N